COC1=CC=C(\C=N\N=C/2\NC(C(N2)CC(=O)NC2C3SC(C(N3C2=O)C(=O)O)(C)C)=O)C=C1 6-(2-((E)-2-(((E)-4-methoxybenzylidene)hydrazineylidene)-5-oxoimidazolidine-4-yl)acetamido)-3,3-dimethyl-7-oxo-4-thia-1-azabicyclo[3.2.0]heptane-2-carboxylic acid